BrC(=C)[Si](C)(C)C (1-bromovinyl)trimethylsilane